C(=O)(OC(C)(C)C)N1C[C@H](NCC1)C (R)-1-boc-3-methylpiperazine